COC=1C=C(C=CC1OC)C1=CC=C(O1)C(=O)NC=1C=NC=CC1 5-(3,4-dimethoxyphenyl)-N-(pyridin-3-yl)furan-2-carboxamide